Cl.FC1=CC(=CC=2NC(=NC21)C2=CC(=CN2)C(=O)C=2C(=NC=CC2)C(F)(F)F)N2C[C@H](OCC2)C (R)-(5-(4-fluoro-6-(2-methylmorpholino)-1H-benzo[d]imidazol-2-yl)-1H-pyrrol-3-yl)(2-(trifluoromethyl)pyridin-3-yl)methanone hydrochloride